(2R,6S)-2,6-dimethylpiperazine C[C@H]1N[C@H](CNC1)C